1-palmitoyl-2-nonanoyl-sn-glycero-3-phosphorylcholine C(CCCCCCCCCCCCCCC)(=O)OC[C@@H](OC(CCCCCCCC)=O)COP(=O)(O)OCC[N+](C)(C)C